N-acetyl-5-MethoxyTryptamine C(C)(=O)NCCC1=CNC2=CC=C(C=C12)OC